2,5-dichlorophenylenediamine ClC1(C(C=C(C=C1)Cl)N)N